C(C)(C)(C)OC(=O)N1CC(C1)C=1N(C2=NC(=NC(=C2N1)N1CCOCC1)Cl)C 3-(2-chloro-9-methyl-6-morpholino-9H-purin-8-yl)azetidine-1-carboxylic acid tert-butyl ester